S1C(=CC=C1)C(=O)NC1C(CC12CCC2)C(=O)O thiophene-2-carboxamidospiro[3.3]Heptane-2-carboxylic acid